BrC=1C=NC(=NC1)CN(C(OC(C)(C)C)=O)C(=O)OC(C)(C)C tert-butyl N-[(5-bromopyrimidin-2-yl) methyl]-N-tert-butoxycarbonyl-carbamate